6-fluoro-3,3-bis(6-(((R)-2-hydroxy-4-methylpentyl)oxy)benzo[d][1,3]dioxol-5-yl)indolin-2-one FC1=CC=C2C(C(NC2=C1)=O)(C1=CC2=C(OCO2)C=C1OC[C@@H](CC(C)C)O)C1=CC2=C(OCO2)C=C1OC[C@@H](CC(C)C)O